O(C1=CC=CC=C1)CCC 1-phenoxypropan